5-methyl-7-(methylamino)pyrido[2,3-d]pyrimidine-2,4-diol CC1=CC(=NC=2N=C(N=C(C21)O)O)NC